methyl 6-(benzyloxy)-1-(difluoromethyl)-1H-indazole-3-carboxylate C(C1=CC=CC=C1)OC1=CC=C2C(=NN(C2=C1)C(F)F)C(=O)OC